NC1=C2C(=NC=N1)N(N=C2C2=CC=C(C=C2)NC(=O)NC2=NOC(=C2)C(C)(C)C)C2COC2 1-(4-(4-amino-(oxetan-3-yl)-1H-pyrazolo[3,4-d]pyrimidin-3-yl)phenyl)-3-(5-(tert-butyl)isoxazol-3-yl)urea